NC1C2(CCN(C2)C2=NC3=C(N2CC2=CC=C(C#N)C=C2)C=CC=C3)CCC1 4-((2-(6-amino-2-azaspiro[4.4]non-2-yl)-1H-benzo[d]imidazol-1-yl)methyl)benzonitrile